FC(N1N=C(C=C1)[S@@](=O)(N)=NC(NC1=C2C(=NC3=C1CCC3)C(CC2)(C)C)=O)F (R)-1-(difluoromethyl)-N'-((3,3-dimethyl-1,2,3,5,6,7-hexahydrodicyclopenta[b,e]pyridin-8-yl)carbamoyl)-1H-pyrazole-3-sulfonimidamide